6-[3-benzyloxy-2-[6-(2-hexyldecanoyloxy)hexoxy]propoxy]hexyl 2-hexyldecanoate C(CCCCC)C(C(=O)OCCCCCCOCC(COCC1=CC=CC=C1)OCCCCCCOC(C(CCCCCCCC)CCCCCC)=O)CCCCCCCC